ClC1=NC=CC=C1CC(=O)N1CCC2=CC(=CC(=C12)F)C1=NC(=NC=C1)NC1CC(CC1)O 2-(2-chloropyridin-3-yl)-1-(7-fluoro-5-(2-((3-hydroxylcyclopentyl)amino)pyrimidin-4-yl)indolin-1-yl)ethan-1-one